C(C)N1N=C(N=C1)NC(=O)C1=CC=CC=N1 pyridine-6-carboxylic acid (1-ethyl-1H-[1,2,4]triazol-3-yl)-amide